CCC(=O)C1=CC2=C(C=C1)SC3=CC=CC=C3N2CC(C)N(C)C The molecule is a member of the class of phenothiazines that is 10H-phenothiazine substituted by a 2-(dimethylamino)propyl group at nitrogen atom and a propanoyl group at position 2. It has a role as a phenothiazine antipsychotic drug, a dopaminergic antagonist, a serotonergic antagonist, a muscarinic antagonist, a histamine antagonist and a sedative. It is a member of phenothiazines, an aromatic ketone and a tertiary amino compound. It derives from a hydride of a 10H-phenothiazine.